1-thia-6-azaspiro[3.5]nonane S1CCC12CNCCC2